C(CCCCCCC\C=C/CCCCCCCC)OC(COCCOCCN)COCCCCCCCC\C=C/CCCCCCCC 2-[2-[2,3-bis[(Z)-octadeca-9-enyloxy]propoxy]ethoxy]ethanamine